3-((13-(1-methylsiletan-1-yl)tridecyl)oxy)propyl hydrogen ((((R)-1-(6-amino-9H-purin-9-yl)propan-2-yl)oxy)methyl)phosphonate NC1=C2N=CN(C2=NC=N1)C[C@@H](C)OCP(OCCCOCCCCCCCCCCCCC[Si]1(CCC1)C)(O)=O